gamma-(2-aminoethyl)aminopropyl-triethoxysilane NCCNCCC[Si](OCC)(OCC)OCC